C[C@@H]1S[C@@H](CN(C1)C1=CC=C(C=C1)N1N=CC2=CC(=C(C(=C12)F)O)F)C 1-(4-(cis-2,6-Dimethylthiomorpholino)phenyl)-5,7-difluoro-1H-indazol-6-ol